IC1=CC(=C(C(=O)NC2=CC=CC3=C2N=C2N3CCCC2C)C=C1)N1CCC2(CC2)CC1 4-iodo-N-(4-methyl-1,2,3,4-tetrahydrobenzo[4,5]imidazo[1,2-a]pyridin-6-yl)-2-(6-azaspiro[2.5]octane-6-yl)benzamide